C(C)(C)(C)OC(N(C1=CC=CC=C1)CC(NC1=CN=CC2=CC=CC=C12)C#N)=O.C(C)(C)(C)C(CO)C 2-tertiary butyl-1-hydroxypropane tert-butyl-(2-cyano-2-(isoquinolin-4-ylamino)ethyl)(phenyl)carbamate